1-(4-methoxybenzyl)-3-(4-(2-(pyridin-2-yl)ethoxy)phenyl)urea COC1=CC=C(CNC(=O)NC2=CC=C(C=C2)OCCC2=NC=CC=C2)C=C1